tert-butyl (2-((tert-butyldimethylsilyl)oxy)-5-(4-formylbenzyl)phenyl)carbamate [Si](C)(C)(C(C)(C)C)OC1=C(C=C(C=C1)CC1=CC=C(C=C1)C=O)NC(OC(C)(C)C)=O